N1N=CC=C1C=1C=CC(=NC1)OC1=CC=C(C#N)C=C1 4-((5-(1H-pyrazol-5-yl)pyridin-2-yl)oxy)benzonitrile